2-[4-(1-oxopentyl)phenoxy]-3-picolinic acid O=C(CCCC)C1=CC=C(OC2=NC=CC=C2C(=O)O)C=C1